C1NCC=2C(=CC=CC12)C(=O)N isoindoline-4-carboxamide